Germanium(IV) chlorid [Ge](Cl)(Cl)(Cl)Cl